5-[(1S,5R)-3-(2-chloro-4-fluoro-benzoyl)-3,8-diazabicyclo[3.2.1]octan-8-yl]-3-cyclopropyl-N-(3,3-difluorocyclobutyl)-N-methyl-imidazo[1,5-a]pyridine-7-sulfonamide ClC1=C(C(=O)N2C[C@@H]3CC[C@H](C2)N3C3=CC(=CC=2N3C(=NC2)C2CC2)S(=O)(=O)N(C)C2CC(C2)(F)F)C=CC(=C1)F